The molecule is a (14)C-modified compound that is the 1,2-di-O-palmitoyl-derivative of sn-glycero-3-phosphocholine where both palmitoyl groups have (14)C labels at the C-1 position. It has a role as an epitope. It is a 1,2-diacyl-sn-glycero-3-phosphocholine(1+) and a (14)C-modified compound. CCCCCCCCCCCCCCC[14C](=O)OC[C@H](COP(=O)(O)OCC[N+](C)(C)C)O[14C](=O)CCCCCCCCCCCCCCC